[Mo+4].P(=S)(SCCC)(OCCC)[O-].C(CC)SP(=S)(OCCC)[O-].C(CC)SP(=S)(OCCC)[O-].C(CC)SP(=S)(OCCC)[O-] dipropyl dithiophosphate molybdenum